isopropyl 1-aminocyclopropane-1-carboxylate NC1(CC1)C(=O)OC(C)C